NC1=C(C#N)C(=CC(=N1)C=1C=C2CN(C(C2=CC1C)=O)C1C(NC(CC1)=O)=O)C 2-amino-6-(2-(2,6-dioxopiperidin-3-yl)-6-methyl-1-oxoisoindolin-5-yl)-4-methylnicotinonitrile